Ethyl 6-mercaptonicotinate 1-oxide SC1=[N+](C=C(C(=O)OCC)C=C1)[O-]